C1=C(C=CC=2C3=CC(=CC=C3CC12)N)N 9H-fluorene-2,6-diamine